N1(CCNCCC1)C=1C=NC2=CC=C(C=C2C1)C1=C(N=C2N1C=CC=C2)C2=NC(=CC=C2)C 3-(1,4-diazepan-1-yl)-6-[2-(6-methyl-2-pyridyl)imidazo[1,2-a]pyridin-3-yl]quinoline